FC(C(=O)[O-])(F)F.C[NH2+]C N,N-dimethylammonium trifluoroacetat